CN(C(=O)N1CCC1=O)C N,N-dimethyl-4-oxoazetidine-1-carboxamide